1-cyclopropyl-6-(4-hydroxyphenoxy)indazole-5-carboxamide C1(CC1)N1N=CC2=CC(=C(C=C12)OC1=CC=C(C=C1)O)C(=O)N